C(=O)C1=CC=C(C=C1)C1CCN(CC1)C1=CC(=C(C#N)C=C1)C(F)(F)F 4-(4-(4-formylphenyl)piperidin-1-yl)-2-(trifluoromethyl)benzonitrile